7-(phenylsulfonyl)-1,3,4,7-tetrahydro-2H-pyrrolo[3',2':5,6]pyrido[4,3-d]pyrimidin-2-one C1(=CC=CC=C1)S(=O)(=O)N1C=CC2=C1N=CC1=C2NC(NC1)=O